3-((5-bromo-3-nitropyridin-2-yl)oxy)-N,N-dimethylpropan-1-amine BrC=1C=C(C(=NC1)OCCCN(C)C)[N+](=O)[O-]